2-(6-Chloro-2-(3,4-dichlorophenyl)-9H-carbazol-9-yl)ethanamine ClC=1C=C2C=3C=CC(=CC3N(C2=CC1)CCN)C1=CC(=C(C=C1)Cl)Cl